(2E)-6-chloro-2-hexenyl bromide ClCCC/C=C/CBr